N1-GUANYL-1,7-DIAMINOHEPTANE C(CCC[NH3+])CCC[NH+]=C(N)N